5-methyl-1-aza-4,6-dioxabicyclo[3.3.0]octane CC12OCCN2CCO1